6,6-dimethyl-bicyclo[3.1.1]hept-2-ene-2-ethanol CC1(C2CC=C(C1C2)CCO)C